BrC1=CC2=C(N=C(N=C2N[C@H](C)C2=CC(=NC=C2)C(F)(F)F)C)C=N1 |r| 6-bromo-2-methyl-N-{(1RS)-1-[2-(trifluoromethyl)pyridin-4-yl]ethyl}pyrido[3,4-d]pyrimidin-4-amine